[Cl-].C[NH2+]C1CCC1 N-methylcyclobutylammonium chloride